FC1=C(C(=CC=C1)S(=O)(=O)C1=CC(=CC=C1)Cl)C(F)(F)F 1-fluoro-3-(m-chlorobenzenesulfonyl)-2-(trifluoromethyl)benzene